6-{5-chloro-2-[(oxacyclohex-4-yl)amino]pyrimidin-4-yl}-2-[2-(1,2,3,4-tetrahydroisoquinolin-2-yl)ethyl]-2,3-dihydro-1H-isoindol-1-one ClC=1C(=NC(=NC1)NC1CCOCC1)C1=CC=C2CN(C(C2=C1)=O)CCN1CC2=CC=CC=C2CC1